(3aR,5R,6aS)-2,2-dimethyl-5-(trityloxymethyl)-3a,6a-dihydrofuro[2,3-d][1,3]dioxol-6-one CC1(O[C@H]2[C@@H](O1)O[C@@H](C2=O)COC(C2=CC=CC=C2)(C2=CC=CC=C2)C2=CC=CC=C2)C